7-(5-fluoro-6-(pyridin-2-ylamino)pyridin-3-yl)-7H-pyrrolo[2,3-c]pyridazine-4-carboxylic acid FC=1C=C(C=NC1NC1=NC=CC=C1)N1C=CC2=C1N=NC=C2C(=O)O